1-((1-(2-(4-Fluorophenyl)-2-oxoethyl)piperidin-4-yl)methyl)-3-((5-methoxypyridin-2-yl)methyl)-1-methylurea FC1=CC=C(C=C1)C(CN1CCC(CC1)CN(C(=O)NCC1=NC=C(C=C1)OC)C)=O